(2S)-2-((E)-3-(4-chloro-2-fluorophenyl)acrylamido)-N-(4-(ethylamino)-3,4-dioxo-1-((S)-2-oxopyrrolidin-3-yl)butan-2-yl)-4,4-dimethylpentanamide ClC1=CC(=C(C=C1)/C=C/C(=O)N[C@H](C(=O)NC(C[C@H]1C(NCC1)=O)C(C(=O)NCC)=O)CC(C)(C)C)F